2-(4-(bicyclo[2.2.1]heptane-1-yl)phenyl)-4-chloro-6-phenyl-1,3,5-triazine C12(CCC(CC1)C2)C2=CC=C(C=C2)C2=NC(=NC(=N2)Cl)C2=CC=CC=C2